4-(3-chloro-4-(3-fluorobenzyloxy)phenylamino)-6-(1-oxo-2-butyn-1-yl)quinazoline oct-2-yn-1-yl-8-((6-((4,4-bis(octyloxy)butanoyl)oxy)hexyl)(2-hydroxyethyl)amino)octanoate C(C#CCCCCC)OC(CCCCCCCN(CCO)CCCCCCOC(CCC(OCCCCCCCC)OCCCCCCCC)=O)=O.ClC=1C=C(C=CC1OCC1=CC(=CC=C1)F)NC1=NC=NC2=CC=C(C=C12)C(C#CC)=O